benzyloxycarbonyl-6-[4-[(5-cyano-1,2-dimethyl-pyrrol-3-yl)-phenyl-carbamoyl]-1,5-dimethyl-pyrrol-2-yl]-3,4-dihydro-1H-isoquinoline-7-carboxylic acid C(C1=CC=CC=C1)OC(=O)C1NCCC2=CC(=C(C=C12)C(=O)O)C=1N(C(=C(C1)C(N(C1=CC=CC=C1)C1=C(N(C(=C1)C#N)C)C)=O)C)C